NC1=C(OC=C1)C(=O)OC methyl 3-aminofuran-2-carboxylate